(3,4-difluorophenyl)-1-(5-(3,5-dimethylisoxazol-4-yl)-1-((trans)-4-methoxycyclohexyl)-1H-benzo[d]imidazol-2-yl)-2-azabicyclo[3.1.0]hexane-3-one FC=1C=C(C=CC1F)N1C2(CC2CC1=O)C1=NC2=C(N1[C@@H]1CC[C@H](CC1)OC)C=CC(=C2)C=2C(=NOC2C)C